2-(2-Aminoethyl)-8-methyl-N-[(2S)-tetrahydrofuran-2-ylmethyl]-4,5-dihydro-2H-furo[2,3-g]indazol-7-carboxamid NCCN1N=C2C3=C(CCC2=C1)OC(=C3C)C(=O)NC[C@H]3OCCC3